FC1=C(C(=O)OC)C=CC(=C1)N(C)C1=CC(=CC(=C1)C1CCCCC1)C1CCCCC1 methyl 2-fluoro-4-((3,5-dicyclohexylphenyl) (methyl) amino)-benzoate